N[C@@H](C)C1C=C2N(C(=CC=C2S1)Cl)CC=1OC=CC1 2-[(1S)-1-aminoethyl]-5-chloro-N-[(furan-2-yl)methyl]thieno[3,2-b]pyridin